C1(CC1)C(CNC=1N=CC2=C(N1)NC=C2C=2C=C1C=NC=NC1=CC2)(F)F N-(2-cyclopropyl-2,2-difluoroethyl)-5-(quinazolin-6-yl)-7H-pyrrolo[2,3-d]pyrimidin-2-amine